(1R)-1-cyclohexylethyl 4-[6-(1-methyl-1H-pyrazol-4-yl)pyrazolo[1,5-a]pyridin-3-yl]piperazine-1-carboxylate CN1N=CC(=C1)C=1C=CC=2N(C1)N=CC2N2CCN(CC2)C(=O)O[C@H](C)C2CCCCC2